[Mg].[Ta] tantalum-magnesium